[6-Fluoro-8-(5-fluoro-3-methyl-1H-indol-7-yl)-1,4,4-trimethyl-5H-[1,2,4]triazolo[4,3-a]quinoxalin-9-yl]-methyl-amine FC1=C2NC(C=3N(C2=C(C(=C1)C=1C=C(C=C2C(=CNC12)C)F)NC)C(=NN3)C)(C)C